NC1=C(C=CC=C1)NC(C1=CC=C(C=C1)CSC1=NN2C(C(=N1)NC1CCNCC1)=CC=C2)=O N-(2-aminophenyl)-4-[[[4-[(piperidin-4-yl)amino]pyrrolo[2,1-f][1,2,4]triazin-2-yl]thio]methyl]benzamide